(2-((2S,3R,4S,5R)-5-(aminomethyl)-3,4-dihydroxytetrahydrofuran-2-yl)acetyl)glycylglycine methyl ester COC(CNC(CNC(C[C@@H]1O[C@@H]([C@H]([C@H]1O)O)CN)=O)=O)=O